FC(OC=1C=C(C=CC1)C1=NN(C=2C1=NC=C(C2)C(=O)NC2(CS(C2)(=O)=O)C)C(C)C(C)O)F 3-(3-(difluoromethoxy)phenyl)-1-(3-hydroxybutan-2-yl)-N-(3-methyl-1,1-dioxidothietan-3-yl)-1H-pyrazolo[4,3-b]pyridine-6-carboxamide